N,N-Dimethyl-3-[[5-(3-Methyl-2-Oxo-1-Tetrahydropyran-4-YL-Imidazo[4,5-C]Quinolin-8-YL)-2-Pyridyl]Oxy]Propan-1-amine Oxide C[N+](CCCOC1=NC=C(C=C1)C1=CC=2C3=C(C=NC2C=C1)N(C(N3C3CCOCC3)=O)C)(C)[O-]